N1=NC=C2N(C=NC=C21)N pyrazolo[4,3-d]pyrimidin-4-amine